Cl.FC(C1=CC=C(C=N1)N1CCC2(CC1)CCNCC2)(F)F 3-(6-(trifluoromethyl)pyridin-3-yl)-3,9-diazaspiro[5.5]undecane hydrochloride